NC=1N=C(C2=C(N1)C=NN2CC=2C=C(C=CC2OC)CN2CC1CCCC(C2)C1O)NCCCC 3-[(3-{[5-amino-7-(butyl-amino)-1H-pyrazolo[4,3-d]pyrimidin-1-yl]methyl}-4-methoxyphenyl)methyl]-3-azabicyclo[3.3.1]nonan-9-ol